O=C1C=C(N=C2N1C=CC=C2)C(=O)NCC=2N=C1N(C=C(C=C1)CNCC1N(CCCC1)C(=O)OC(C)(C)C)C2 tert-butyl 2-{[({2-[({4-oxo-4H-pyrido[1,2-a]pyrimidin-2-yl}formamido)methyl]imidazo[1,2-a]pyridin-6-yl}methyl)amino]methyl}piperidine-1-carboxylate